N-[(E)-methoxyiminomethyl]-4-[5-(trifluoromethyl)-1,2,4-oxadiazol-3-yl]Benzamide CO\N=C\NC(C1=CC=C(C=C1)C1=NOC(=N1)C(F)(F)F)=O